3-(3-(4-(4-(3-(1-benzylpiperidin-4-yl)propionyl)phenyl)-3,6-dihydropyridin-1(2H)-yl)propyl)-1H-indole-5-carbonitrile C(C1=CC=CC=C1)N1CCC(CC1)CCC(=O)C1=CC=C(C=C1)C=1CCN(CC1)CCCC1=CNC2=CC=C(C=C12)C#N